2,2-dimethyl-1,3-dioxolan-4-yl-methanol Sodium L-Ascorbate O=C1C(O)=C([O-])[C@H](O1)[C@@H](O)CO.[Na+].CC1(OCC(O1)CO)C